tert-butyl 1-(4-benzyloxyphenyl)piperidine-4-carboxylate C(C1=CC=CC=C1)OC1=CC=C(C=C1)N1CCC(CC1)C(=O)OC(C)(C)C